[N+](=[N-])=CC(CC[C@@H](C(=O)OC(C)C)NC([C@H](CC1=CNC2=CC=CC(=C12)N(C)C)O)=O)=O isopropyl (S)-6-diazo-2-((S)-3-(4-(dimethylamino)-1H-indol-3-yl)-2-hydroxypropanamido)-5-oxohexanoate